C(CCCCCCCCCCCCCCCCC)(=O)[O-].[Al+] aluminum monostearat